ClC=1C=C(C=CC1N1C(N(C=C1)C)=O)C1=C(C(=CC(=C1)F)C1=CC(=NC=C1)N1C[C@H]([C@@H](C1)O)O)O 1-(3-chloro-3'-(2-((3R,4R)-3,4-dihydroxypyrrolidin-1-yl)pyridin-4-yl)-5'-fluoro-2'-hydroxy-[1,1'-biphenyl]-4-yl)-3-methyl-1H-imidazol-2(3H)-one